FC1=CC=C(OC[C@@H]2N(C3CC(C2)C3)C(=O)C=3N=C(SC3C3=CC=CC=C3)C)C=C1 (3R)-3-[(4-fluorophenoxy)methyl]-2-(2-methyl-5-phenyl-1,3-thiazole-4-carbonyl)-2-azabicyclo[3.1.1]heptane